ClC=1C=C2C(=CC(=C(C2=CC1)OC(C(=C)C)=O)SC)OC 6-chloro-2-methylthio-4-Methoxy-1-methacryloyloxynaphthalene